FC=1C(=NC=C(C1)C1CCN(CC1)CCS(=O)(=O)C)C1=NNC(=C1C(C)C)C=1C=C(C=2N(C1)N=CN2)OC 6-(3-(3-fluoro-5-(1-(2-(methylsulfonyl)ethyl)piperidin-4-yl)pyridin-2-yl)-4-isopropyl-1H-pyrazol-5-yl)-8-methoxy-[1,2,4]triazolo[1,5-a]pyridine